C[C@@H](CC)N1C(=CC=C1CCOC1=CC(=NC(=C1)F)Cl)C(=O)NC=1C=C(C=CC1C(F)(F)F)[C@@H]1[C@@H](C1)C(=O)O (1R,2S)-2-[3-{[(1-[(2S)-2-butanyl]-5-{2-[(2-chloro-6-fluoro-4-pyridinyl)oxy]ethyl}-1H-pyrrol-2-yl)carbonyl]amino}-4-(trifluoromethyl)phenyl]cyclopropanecarboxylic acid